C(C1=CC=CC=C1)OC1=C(OC=CC1=O)C=NO 3-(benzyloxy)-4-keto-4H-pyran-2-formaldoxime